2-amino-5-chloro-1-(4-fluoro-3-hydroxy-2,6-dimethyl-phenyl)pyrrolo[2,3-b]pyridine-3-carboxamide NC1=C(C=2C(=NC=C(C2)Cl)N1C1=C(C(=C(C=C1C)F)O)C)C(=O)N